(1,2-diazidoethyl)naphthalene N(=[N+]=[N-])C(CN=[N+]=[N-])C1=CC=CC2=CC=CC=C12